5-((2-aminonaphthalen-1-yl)(3-nitrophenyl)methyl)-2-thioxodihydropyrimidine-4,6(1H,5H)-dione NC1=C(C2=CC=CC=C2C=C1)C(C1C(NC(NC1=O)=S)=O)C1=CC(=CC=C1)[N+](=O)[O-]